5-Bromothiazole-2-carboxaldehyde BrC1=CN=C(S1)C=O